(3S,4S)-3-[(4R)-benzyl-2-oxo-oxazolidine-3-carbonyl]-4-(1,3-thiazol-2-yl)-pyrrolidine-1-carboxylic acid tert-butyl ester C(C)(C)(C)OC(=O)N1C[C@H]([C@@H](C1)C=1SC=CN1)C(=O)N1C(OC[C@H]1CC1=CC=CC=C1)=O